(S)-(-)-3-ethyl-5-methyl-2-(2-aminoethoxymethyl)-4-(2-chlorophenyl)-1,4-dihydro-6-methyl-3,5-pyridinedicarboxylate C(C)C1([C@H](NC(C(C1C1=C(C=CC=C1)Cl)(C(=O)[O-])C)C)COCCN)C(=O)[O-]